F[C@@H]1CN(CC[C@@H]1F)CC1=CC(=C2CN(C(C2=C1)=O)C1=CC(=CC=C1)C1(COC1)CC1=NN=CN1C)C(F)(F)F 6-((cis-3,4-difluoropiperidin-1-yl)methyl)-2-(3-(3-((4-methyl-4H-1,2,4-triazol-3-yl)methyl)oxetan-3-yl)phenyl)-4-(trifluoromethyl)isoindolin-1-one